2-amino-2-[3-(2-trimethylsilylethynyl)thieno[2,3-d]pyridazin-4-yl]acetonitrile NC(C#N)C1=C2C(=CN=N1)SC=C2C#C[Si](C)(C)C